SC1=C(SC=C1)S dimercaptothiole